3,3-Dimethyl-5-(4-((4-((5-(trifluoromethyl)pyridin-2-yl)amino)piperidin-1-yl)sulfonyl)phenyl)isoindolin-1-one CC1(NC(C2=CC=C(C=C12)C1=CC=C(C=C1)S(=O)(=O)N1CCC(CC1)NC1=NC=C(C=C1)C(F)(F)F)=O)C